CC1=C(C=CC(=C1)C)C[C@H]1NC(=NOC1)C1=C(N=NC(=C1)C(=C)OCC)OC1=CC(=CC=C1)C(F)(F)F |r| rac-5-[(2,4-dimethylphenyl)methyl]-3-[6-(1-ethoxyvinyl)-3-[3-(trifluoro-methyl)phenoxy]pyridazin-4-yl]-5,6-dihydro-4H-1,2,4-oxadiazine